Cl.C(C)OC1=CN=CC(=N1)C1=CN=C(S1)C(=O)N 5-(6-ethoxypyrazin-2-yl)-1,3-thiazole-2-carboxamide hydrochloride